3-(6-amino-8-((6-(furan-2-yl)benzo[d][1,3]dioxol-5-yl)thio)-9H-purin-9-yl)-N-(tert-butyl)propane-1-sulfonamide NC1=C2N=C(N(C2=NC=N1)CCCS(=O)(=O)NC(C)(C)C)SC1=CC2=C(OCO2)C=C1C=1OC=CC1